C(C)(=O)C1=C(C=C(C=C1)Cl)C=1C(=NN(C(C1)=O)C(C(=O)O)CC1=CC=C(C=C1)F)OC 2-(4-(2-acetyl-5-chlorophenyl)-3-methoxy-6-oxopyridazin-1(6H)-yl)-3-(4-fluorophenyl)propionic acid